4-[(2R)-3-(3,4-dihydro-1H-isoquinolin-2-yl)-2-hydroxy-propyl]-8-(5-fluoropyrimidin-2-yl)oxy-2,3-dihydro-1,4-benzoxazepin-5-one C1N(CCC2=CC=CC=C12)C[C@H](CN1CCOC2=C(C1=O)C=CC(=C2)OC2=NC=C(C=N2)F)O